4-[(6R)-2-methanesulfonyl-7-[(5-methoxy-7-methyl-1H-indol-4-yl)methyl]-2,7-diazaspiro[3.5]nonan-6-yl]-3-(methylamino)benzoic acid CS(=O)(=O)N1CC2(C1)C[C@@H](N(CC2)CC2=C1C=CNC1=C(C=C2OC)C)C2=C(C=C(C(=O)O)C=C2)NC